R-(-)-N-methyl-3-phenyl-3-(2-methylphenoxy)propylamine hydrochloride Cl.CNCC[C@@H](OC1=C(C=CC=C1)C)C1=CC=CC=C1